3-(2,5-dimethoxy-4-methylphenyl)-1,2,5,6-tetrahydropyridine COC1=C(C=C(C(=C1)C)OC)C=1CNCCC1